C(C=C)OC1=CC(=CC2=C1OC(O2)(C2=CC=CC=C2)C2=CC=CC=C2)C(=O)OC2=CC(=CC1=C2OC(O1)(C1=CC=CC=C1)C1=CC=CC=C1)C(=O)OC1=CC(=CC=2OC(OC21)(C2=CC=CC=C2)C2=CC=CC=C2)C(=O)OC(C)(C)C 6-(tert-butoxycarbonyl)-2,2-diphenylbenzo[d][1,3]dioxol-4-yl 7-((7-(allyloxy)-2,2-diphenylbenzo[d][1,3]dioxole-5-carbonyl) oxy)-2,2-diphenylbenzo[d][1,3]dioxole-5-carboxylate